[Mg].[Al].[C].O water carbon aluminum magnesium